C(N)(=O)[C@H]1N2C(N([C@H](CC1)C2)OS(=O)(=O)OC(C(=O)[O-])CC(C)(C)C)=O (((((1R,2S,5R)-2-carbamoyl-7-oxo-1,6-diazabicyclo[3.2.1]octan-6-yl) oxy) sulfonyl) oxy)-4,4-dimethylpentanoate